CCOP(=O)(C=C)OCC Diethyl Vinyl Phosphonate